4-((5-(Imidazo[1,2-a]pyridin-6-yl)-4-methoxy-7H-pyrrolo[2,3-d]pyrimidin-2-yl)amino)-1-methylcyclohexan-1-ol N=1C=CN2C1C=CC(=C2)C2=CNC=1N=C(N=C(C12)OC)NC1CCC(CC1)(O)C